CN(C1CCC2=CC(=CC=C12)NC(C=C)=O)C1=CC=C(C=C1)C(F)(F)F N-(1-(methyl(4-(trifluoromethyl)phenyl)amino)-2,3-dihydro-1H-inden-5-yl)acrylamide